9-(3-bromophenyl-2,4,5,6-d4)-9H-carbazole-1,2,3,4,5,6,7,8-d8 BrC=1C(=C(C(=C(C1[2H])[2H])[2H])N1C2=C(C(=C(C(=C2C=2C(=C(C(=C(C12)[2H])[2H])[2H])[2H])[2H])[2H])[2H])[2H])[2H]